ClC1=C(C#N)C=C(C=C1)N1N=NN=C1CN(CCO)C1CCCCC1 2-chloro-5-(5-((cyclohexyl(2-hydroxyethyl)amino)methyl)-1H-tetrazol-1-yl)benzonitrile